ClC=1C=C(C=C(C1)Cl)C=1N=C(SC1)C=1N=C(SC1)N (3,5-dichlorophenyl)-[2,4'-bithiazole]-2'-amine